CC(C(=O)N1CC(CCC1)S(=O)(=O)C)OC1=CC=C2C(=CC(OC2=C1)=O)C1=C(C=CC=C1)C 7-[1-methyl-2-[3-(methylsulfonyl)-1-piperidinyl]-2-oxo-ethoxy]-4-(o-tolyl)chromen-2-one